3-pentyloxirane-2-carbaldehyde C(CCCC)C1C(O1)C=O